C1(CCCCC1)N([SiH2]N([SiH](C)C)[SiH](C)C)C1CCCCC1 N,N-dicyclohexyl-N',N'-bis(dimethyl-silyl)-silanediamine